4,4,5,5-tetramethyl-2-(2-methyl-5-((tetrahydro-2H-pyran-4-yl)oxy)phenyl)-1,3,2-dioxaborolane CC1(OB(OC1(C)C)C1=C(C=CC(=C1)OC1CCOCC1)C)C